2-((1-(trifluoromethyl)cyclopropyl)methyl)pent-4-enoic acid FC(C1(CC1)CC(C(=O)O)CC=C)(F)F